ClC=1C(=C(C=CC1F)S(=O)(=O)N(C(OC(C)(C)C)=O)C=1N=CSC1)F tertbutyl ((3-chloro-2,4-difluorophenyl)sulfonyl)(thiazol-4-yl)carbamate